2-(1H-imidazol-1-yl)-N-(1-phenylcyclopropyl)-5H-pyrrolo[3,2-d]pyrimidine-4-carboxamide N1(C=NC=C1)C=1N=C(C2=C(N1)C=CN2)C(=O)NC2(CC2)C2=CC=CC=C2